N1=C(C=CC=C1)CC1CCN(CC1)CC1(CC1)CNC(=O)N1CCN(CC1)C1=NC(=NO1)C1=CC=C(C=C1)OC(F)(F)F N-((1-((4-(pyridin-2-ylmethyl)piperidin-1-yl)methyl)cyclopropyl)methyl)-4-(3-(4-(trifluoromethoxy)phenyl)-1,2,4-oxadiazol-5-yl)piperazine-1-carboxamide